[N+](=O)([O-])C1=CC=C(C=C1)CC(C=1N=C(SC1)C=1SC=CC1)N 2-(4-Nitrophenyl)-1-(2-thiophen-2-ylthiazol-4-yl)ethylamine